(S)-5-(hydroxymethyl)-3-(4-methoxybenzyl)oxazolidin-2-one OC[C@@H]1CN(C(O1)=O)CC1=CC=C(C=C1)OC